BrC1=C(N=NC(=C1)Cl)/[NH+]=C/NO (E)-N'-(4-bromo-6-chloropyridazin-3-yl)-N-hydroxyformamidinium